(8-Cyclopropylimidazo[1,2-a]pyridin-2-yl)methylamine acetate salt C(C)(=O)O.C1(CC1)C=1C=2N(C=CC1)C=C(N2)CN